[C@@H]12NC[C@@H](CC1OC1=NC=CC3=CC(=C(C=C13)OC(C)C)C(=O)N)C2 1-[(1S,4R)-2-azabicyclo[2.2.1]hept-6-yloxy]-7-(propan-2-yloxy)isoquinoline-6-carboxamide